1-Azolformaldehyde N1(C=CC=C1)C=O